FC1=C(C=C(C=C1)F)[C@@H]1N(CCC1)C1=NC=2N(C=C1)N=CC2C(=O)O 5-[(2R)-2-(2,5-difluorophenyl)pyrrolidin-1-yl]pyrazolo[1,5-a]pyrimidine-3-carboxylic acid